Lithium oxygen [O].[Li]